2-methoxy-1,2-diphenyl-1-propanone COC(C(=O)C1=CC=CC=C1)(C)C1=CC=CC=C1